C(C)N1C[C@H]([C@@H](CC1)F)OC=1C=C2CN(C(C2=CC1)=O)C1C(NC(CC1)=O)=O |o1:4| 3-(5-(((3R*,4R)-1-ethyl-4-fluoropiperidin-3-yl)oxy)-1-oxoisoindolin-2-yl)piperidine-2,6-dione